CC1=NOC(=C1CO)C 3,5-dimethyl-4-hydroxymethyl-isoxazole